(2,2,6,6-tetramethyl-4-hydroxypyridine) succinate C(CCC(=O)O)(=O)O.CC1(NC(C=C(C1)O)(C)C)C